BrCCCOC1=CC=C(C=C1)OC 1-(3-bromopropoxy)-4-methoxybenzene